(E)-4-methyl-7-(fluorosulfonyl)vinyl-coumarin CC1=CC(OC2=CC(=CC=C12)\C=C\S(=O)(=O)F)=O